BrC1=CC=C(C=2N1C=CN2)NC(=O)NC2=CC(=NO2)C(C(F)(F)F)(C)C 1-(5-bromoimidazo[1,2-a]pyridin-8-yl)-3-(3-(1,1,1-trifluoro-2-methylpropan-2-yl)isoxazol-5-yl)urea